C(C)C1CC2(CCC1)OC=1C=C(C=CC1C=1N=C(SC12)NC(=O)C=1C(=NC=NC1OC)OC)C(F)(F)F N-(3'-ethyl-7-(trifluoromethyl)spiro[chromeno[4,3-d]thiazole-4,1'-cyclohexan]-2-yl)-4,6-dimethoxypyrimidine-5-carboxamide